C12(CC3CC(CC(C1)C3)C2)NCCC2=CC=C(C(=O)NC3=CC=C(C=C3)NC3C(NC(CC3)=O)=O)C=C2 4-(2-((adamantan-1-yl)amino)ethyl)-N-(4-((2,6-dioxopiperidin-3-yl)amino)phenyl)benzamide